Ethyl (S)-2-((1R,5S,6R)-3-(5-cyano-6-((S)-2-methylazetidine-1-yl)-4-(trifluoromethyl)pyridin-2-yl)-3-azabicyclo[3.1.0]hexan-6-yl)propionate C(#N)C=1C(=CC(=NC1N1[C@H](CC1)C)N1C[C@@H]2C([C@@H]2C1)[C@@H](C(=O)OCC)C)C(F)(F)F